NC=1C=C(C=CC1C(F)(F)F)NC1=NC=CC(=N1)C1=C(C(=O)O)C=CC=C1 2-(2-((3-amino-4-(trifluoromethyl)phenyl)amino)pyrimidin-4-yl)benzoic acid